(S)-N-((S)-1-cyano-2-(4'-cyano-3'-cyclopropyl-3-fluoro-[1,1'-biphenyl]-4-yl)ethyl)-1,4-oxazepane-2-carboxamide C(#N)[C@H](CC1=C(C=C(C=C1)C1=CC(=C(C=C1)C#N)C1CC1)F)NC(=O)[C@H]1OCCCNC1